FC=1C=CC(=NC1)N1CCN(CC1)C(=O)NC1=NC=C(C=C1)O 4-(5-fluoropyridin-2-yl)-N-(5-hydroxypyridin-2-yl)piperazine-1-carboxamide